C1(CCCC1)OC1=CC(C1=O)=O 4-(cyclopentyloxy)cyclobut-3-ene-1,2-dione